BrC=1C=C(C(=C(C1)N1C(CCC1CO)=O)[N+](=O)[O-])F 1-(5-bromo-3-fluoro-2-nitrophenyl)-5-(hydroxymethyl)pyrrolidin-2-one